FC1=NNC=2C=CC3=C(C12)CCCC(=C3C=3C=CC(=NC3)N3CCC(CC3)C=O)C3=CC=CC=C3 1-(5-(1-fluoro-7-phenyl-3,8,9,10-tetrahydrocyclohepta[e]indazol-6-yl)pyridin-2-yl)piperidine-4-carbaldehyde